C(C)(C)(C)OC(=O)NC1CCN(CC1)CCCCC(=O)O 5-(4-((tert-butoxycarbonyl)amino)piperidin-1-yl)pentanoic acid